FC=1C=C(C=C(C1CN[C@@H]1C(NCC1)=O)OC)C1=C(C(=CC=C1)C1=C(C(=CC=C1)NC1=NC=CC=2C1=NC=CN2)C)C (S)-3-(((3-fluoro-5-methoxy-2',2''-dimethyl-3''-(pyrido[3,4-b]pyrazin-5-ylamino)-[1,1':3',1''-terphenyl]-4-yl)methyl)amino)pyrrolidin-2-one